CN1N=C(C(=C1OC1=CC=CC=C1)C=NO)C 1,3-dimethyl-5-phenoxy-1H-pyrazole-4-formaldehyde oxime